(Z)-4-[4-[(E)-3-(4-Chlorophenyl)prop-2-enoyl]anilino]-4-oxobut-2-enoic acid ClC1=CC=C(C=C1)/C=C/C(=O)C1=CC=C(NC(\C=C/C(=O)O)=O)C=C1